2,2-bis(mercaptoethyl)-1,3-dithiabutane SCCC(S)(SC)CCS